N-Acetyl-N-(benzyloxy)glycine C(C)(=O)N(CC(=O)O)OCC1=CC=CC=C1